(S)-1-(Toluene-4-sulfonyl)-pyrrolidine-2-carboxylic acid benzooxazol-6-ylmethyl-(4,4-difluoro-cyclohexyl)-amide O1C=NC2=C1C=C(C=C2)CN(C(=O)[C@H]2N(CCC2)S(=O)(=O)C2=CC=C(C)C=C2)C2CCC(CC2)(F)F